6-[6-cyano-2-(2-methyl-5-phenylpyrazol-3-yl)oxypyridin-3-yl]Pyridine C(#N)C1=CC=C(C(=N1)OC=1N(N=C(C1)C1=CC=CC=C1)C)C1=CC=CC=N1